(4-chloroquinazolin-8-yl)-cyclopropylmethanone ClC1=NC=NC2=C(C=CC=C12)C(=O)C1CC1